N(=[N+]=[N-])C1=C(C=C(C=C1)/C=C/C(=O)OCC)C#N ethyl (E)-3-(4-azido-3-cyanophenyl)acrylate